1-(1-(4'-chloro-2'-methyl-[1,1'-biphenyl]-4-yl)butyl)-1H-imidazole-5-carboxylic acid methyl ester COC(=O)C1=CN=CN1C(CCC)C1=CC=C(C=C1)C1=C(C=C(C=C1)Cl)C